C(C)(C)(C)OC(=O)N1C2=C(C(=C1C=1C3=C(C=4N(C1)N=CN4)CCC3)C(C)C)C=CS2 5-(8,9-Dihydro-7H-cyclopenta[c][1,2,4]triazolo[1,5-a]pyridin-6-yl)-4-isopropyl-6H-thieno[2,3-b]pyrrole-6-carboxylic acid tert-butyl ester